(3R,7S)-2-(3,4-dichlorobenzoyl)-N,3-dimethyl-9-(1-(4-(5-methyl-2H-tetrazol-2-yl)Phenyl)ethyl)-10-oxo-1,2,3,4,7,8,9,10-octahydropyrido[4',3':3,4]Pyrazolo[1,5-a]Pyrazine-7-Formamide ClC=1C=C(C(=O)N2CC=3C(=NN4C3C(N(C[C@H]4C(=O)NC)C(C)C4=CC=C(C=C4)N4N=C(N=N4)C)=O)C[C@H]2C)C=CC1Cl